nickel-copper hydroxide carbon [C].[Cu](O)O.[Ni]